FC(C(C(C(C(C(C(C(=C(F)F)F)(F)F)(F)F)(F)F)(F)F)(F)F)(F)F)(F)F octadecafluorononene